2-(1H-pyrazol-5-yl)-3-(4-((tetrahydro-2H-pyran-2-yl)oxy)but-1-en-1-yl)benzonitrile N1N=CC=C1C1=C(C#N)C=CC=C1C=CCCOC1OCCCC1